COC=1C=C(CN(C2=CC(=CC=C2)CN2CCOCC2)CC2=CC(=CC=C2)N2CCCC2)C=CC1 N-(3-methoxybenzyl)-3-(morpholinomethyl)-N-(3-(pyrrolidin-1-yl)benzyl)aniline